C(C)(C)(C)C1=C(C(=CC(=C1)C(C)(C)C)C(C)(C)C)P(OP(O)(O)C1=C(C=C(C=C1C(C)(C)C)C(C)(C)C)C(C)(C)C)(O)O.OCC(CO)(CO)CO pentaerythritol bis(2,4,6-tri-tert-butylphenyl)diphosphite